N(C(C(=O)[O-])CC(=O)[O-])C(C(=O)[O-])CC(=O)[O-] iminodisuccinate